[4-[(4,6-dihydroxy-5-isobutyl-pyrimidin-2-yl)amino]-2-fluoro-6-hydroxy-phenyl]-1,1-dioxo-1,2,5-thiadiazolidin-3-one OC1=NC(=NC(=C1CC(C)C)O)NC1=CC(=C(C(=C1)O)N1S(NCC1=O)(=O)=O)F